FC1(CCC(CC1)N)CCN1CCN(CC1)C1=C(C=CC=C1)OC cis-4-fluoro-4-(2-(4-(2-methoxyphenyl)piperazin-1-yl)ethyl)cyclohexane-1-amine